4-(3-(dimethoxymethyl)azetidin-1-yl)aniline COC(C1CN(C1)C1=CC=C(N)C=C1)OC